methylamine hydrofluoride salt F.CN